(3S)-3-allyltetrahydropyran C(C=C)[C@H]1COCCC1